ClC1=NC=CC=C1NC1=C(C#N)C=CC(=N1)C1CC1 ((2-chloropyridin-3-yl)amino)-6-cyclopropylnicotinonitrile